CN1N=NC2=C1C=C(C=C2)C2=CNC=1N=C(N=CC12)N[C@@H](C(F)(F)F)C (R)-5-(1-methyl-1H-benzo[d][1,2,3]triazol-6-yl)-N-(1,1,1-trifluoropropan-2-yl)-7H-pyrrolo[2,3-d]pyrimidin-2-amine